FC1=C(C=CC(=C1)F)C1=CN=C(N1)[C@H](C)NC(=O)[C@H](CC(N1CCCC1)=O)NC(=O)C1=NOC(=C1)C N-[(1S)-1-[[(1S)-1-[5-(2,4-difluorophenyl)-1H-imidazol-2-yl]ethyl]carbamoyl]-3-oxo-3-pyrrolidin-1-yl-propyl]-5-methyl-isoxazole-3-carboxamide